FC1=C(OC2=C(C=C(C=C2)NS(=O)(=O)CC)C2=CN(C(C=3CCNCC23)=O)C)C=CC(=C1)F N-[4-(2,4-difluorophenoxy)-3-(2-methyl-1-oxo-5,6,7,8-tetrahydro-2,6-naphthyridin-4-yl)phenyl]ethanesulfonamide